C(C)S(=O)(=O)C=1C(=NC(=NC1)C1=NN(C=N1)C)C=1N(C(=CN1)C(C(C(C(F)(F)F)(F)F)(F)F)(F)F)C 5-(ethylsulfonyl)-2-(1-methyl-1H-1,2,4-triazol-3-yl)-4-(1-methyl-5-(perfluorobutyl)-1H-imidazol-2-yl)pyrimidine